7-(Cyclopentylamino)-5-fluoro-2-(((cis-6-fluoroazepan-4-yl)thio)methyl)quinazolin-4(3H)-one C1(CCCC1)NC1=CC(=C2C(NC(=NC2=C1)CS[C@@H]1CCNC[C@@H](C1)F)=O)F